di-methoxyiridium(I) CO[Ir-]OC